sodium (±)-3-hydroxybutyrate O[C@@H](CC(=O)[O-])C.[Na+] |r|